C[C@H]1[C@@H]([C@H]([C@H]([C@@H](O1)OCCCC=O)O)O)O The molecule is an alpha-L-rhamnoside consisting of butanal having an alpha-L-rhamnosyloxy group attached at the 4-position. It is an alpha-L-rhamnoside and an aldehyde.